[N+](=O)([O-])C1=CN=C(S1)SC=1SC2=C(N1)C=CC=C2 2-(5-nitrothiazol-2-ylthio)benzo[d]thiazole